CC(CNC(OCC=C)=O)(CC(CCNC(OCC=C)=O)C)C diallyl (2,2,4-trimethylhexane-1,6-diyl)dicarbamate